NC1=NC=C(C=N1)C=1N=C(C2=C(N1)C(=C(S2)CNCC2=CC=C(C=C2)C=2C=C1CC[C@@H](N(C1=CC2)C(C)=O)C)C)N2CCOCC2 (S)-1-(6-(4-((((2-(2-Amino-pyrimidin-5-yl)-7-methyl-4-morpholinothieno[3,2-d]pyrimidin-6-yl)methyl)amino)methyl)phenyl)-2-methyl-3,4-dihydroquinolin-1(2H)-yl)ethan-1-one